C(=O)(O)C(O)C(O)C(=O)O.N[C@H](C)CCCN(CC)CC R-(-)-2-amino-5-diethylaminopentane tartrate